3-(2-((6-methoxypyridin-3-yl)methyl)-1-oxo-1,2-dihydro-phthalazin-6-ylsulfonyl)thiophene-2-carboxamide COC1=CC=C(C=N1)CN1C(C2=CC=C(C=C2C=N1)S(=O)(=O)C1=C(SC=C1)C(=O)N)=O